C(#N)C1=C(N=C(S1)N(C1=C(N=C2N1C=C(C=C2)C=2C=NC(=NC2)CC(=O)NC2CCN(CC2)C(=O)OC(C)(C)C)CC)C)C2=CC=C(C=C2)F tert-butyl 4-(2-(5-(3-((5-cyano-4-(4-fluorophenyl)thiazol-2-yl)(methyl)amino)-2-ethyl imidazo[1,2-a]pyridin-6-yl)pyrimidin-2-yl)acetamido)piperidine-1-carboxylate